N1=C2N(N=C1C(=O)N)CCC2 6,7-dihydro-5H-pyrrolo[1,2-b][1,2,4]Triazole-2-Formamide